IC1=NN(C(=C1C)C1=C(C2=C(N=CN=C2N)N1C)C1=CC=C(C=C1)OC1=NC=CC(=N1)C)C 6-(3-iodo-1,4-dimethyl-1H-pyrazol-5-yl)-7-methyl-5-(4-((4-methylpyrimidin-2-yl)oxy)phenyl)-7H-pyrrolo[2,3-d]pyrimidin-4-amine